BrC=1C=C(SC1)C(C)NC1=NC(=NC2=CC(=C(C=C12)OC)C(=O)N1CCOCC1)C (4-((1-(4-bromothiophen-2-yl)ethyl)amino)-6-methoxy-2-methylquinazolin-7-yl)(morpholino)methanone